ClC1=C(C(=NN1CC1=C(C=CC=C1F)F)C(=O)OCC)CCNCC(F)F ethyl 5-chloro-1-(2,6-difluorobenzyl)-4-(2-((2,2-difluoroethyl)amino)ethyl)-1H-pyrazole-3-carboxylate